C(#N)C=1C=NN2C1C(=CC(=C2)OCC)C=2C=CC(=NC2)N2CCC(CC2)(NC(C2=C(C=CC(=C2)F)F)=O)COCC(=O)O 2-[[1-[5-(3-cyano-6-ethoxy-pyrazolo[1,5-a]pyridin-4-yl)-2-pyridyl]-4-[(2,5-difluorobenzoyl)amino]-4-piperidyl]methoxy]acetic acid